O9-[2,2-bis(hydroxymethyl)-3-[9-[(Z)-non-3-enoxy]-9-oxo-nonanoyl]oxy-propyl] O1-[(Z)-non-3-enyl] nonanedioate C(CCCCCCCC(=O)OCC(COC(CCCCCCCC(=O)OCC\C=C/CCCCC)=O)(CO)CO)(=O)OCC\C=C/CCCCC